6-[[6-(1-methylpyrazol-3-yl)-3-pyridyl]methyl]-N-tetrahydropyran-4-yl-1,3-benzodioxole-4-carboxamide CN1N=C(C=C1)C1=CC=C(C=N1)CC=1C=C(C2=C(OCO2)C1)C(=O)NC1CCOCC1